CC1(CC(C=2C(=C(SC2S(=O)(=O)C)C=2N=NN(N2)CC2=CC=C(C(=O)NO)C=C2)C1)=O)C 4-[[5-(6,6-dimethyl-3-methylsulfonyl-4-oxo-5,7-dihydro-2-benzothien-1-yl)tetrazol-2-yl]methyl]benzohydroxamic acid